methyl(3-(trifluoromethyl)styryl)sulfane CSC=CC1=CC(=CC=C1)C(F)(F)F